2-chloro-8-(4-methoxybenzyl)-5-methyl-7,8-dihydropteridin-6(5H)-one ClC1=NC=2N(CC(N(C2C=N1)C)=O)CC1=CC=C(C=C1)OC